(S)-ethyl 8-(2-amino-6-((R)-1-(5-chloro-3',5'-difluoro-[1,1'-biphenyl]-2-yl)-2,2,2-trifluoroethoxy)pyrimidin-4-yl)-2,8-diazaspiro[4.5]decane-3-carboxylate NC1=NC(=CC(=N1)N1CCC2(C[C@H](NC2)C(=O)OCC)CC1)O[C@@H](C(F)(F)F)C1=C(C=C(C=C1)Cl)C1=CC(=CC(=C1)F)F